ClCl Chlorochlorid